(5-(2-(4-Chlorophenyl)imidazo[1,2-a]pyridin-3-yl)pyridin-2-yl)(phenyl)methanon ClC1=CC=C(C=C1)C=1N=C2N(C=CC=C2)C1C=1C=CC(=NC1)C(=O)C1=CC=CC=C1